C(C)N1CSC2=C1C=C(C=C2)OC 3-ethyl-5-methoxybenzo[d]thiazol